O1CCN(CC1)C=1C=C(C=C(C1)B1OC(C(O1)(C)C)(C)C)O 3-morpholino-5-(4,4,5,5-tetramethyl-1,3,2-dioxaborolan-2-yl)phenol